CC1=C(C=NC=C1)C=1N=NNC1 4-(4-methylpyridin-3-yl)-1H-1,2,3-triazol